CC=1SC=C(N1)CN1C(C2=CC=CC=C2C1=O)=O 2-((2-methylthiazol-4-yl)methyl)isoindoline-1,3-dione